3-(3,5-dichloro-7-{[(furan-2-yl)methyl]amino}thieno[3,2-b]pyridin-2-yl)-N-phenyl-D-alaninamide ClC1=C(SC=2C1=NC(=CC2NCC=2OC=CC2)Cl)C[C@@H](N)C(=O)NC2=CC=CC=C2